N-benzyl-N-[(4-bromo-6-chloro-7-fluoro-1H-indol-3-yl)methyl]-2,2-dimethoxy-ethanamine C(C1=CC=CC=C1)N(CC(OC)OC)CC1=CNC2=C(C(=CC(=C12)Br)Cl)F